(1S,4s)-4-methylcyclohexane CC1CCCCC1